2-[(3S,4S)-4-[(3S)-3-(5-cyano-3-pyrazinyl)isoxazolidine-2-carbonyl]-3-fluoro-1-piperidinyl]pyrimidine-4-carboxamide C(#N)C=1N=C(C=NC1)[C@H]1N(OCC1)C(=O)[C@H]1[C@@H](CN(CC1)C1=NC=CC(=N1)C(=O)N)F